ClC=1C=CC(=NC1)[C@]1(OC2=C(O1)C=CC=C2N2[C@@H]1[C@H](N(CC2)C(=O)OC(C)(C)C)COC1)C |&1:7| rac-tert-Butyl (4aR,7aS)-4-(2-(5-chloropyridin-2-yl)-2-methylbenzo[d][1,3]dioxol-4-yl)hexahydrofuro[3,4-b]pyrazine-1(2H)-carboxylate